methyl 6-(1-methoxyethyl)quinoline-4-carboxylate COC(C)C=1C=C2C(=CC=NC2=CC1)C(=O)OC